tert-butyl 1-[4-[[tert-butyl(dimethyl)silyl]oxymethyl]cyclohexyl]pyrazole-4-carboxylate [Si](C)(C)(C(C)(C)C)OCC1CCC(CC1)N1N=CC(=C1)C(=O)OC(C)(C)C